C(C)(C)(C)OC(=O)N1CC(C1)(O)CN1CCN(CC1)C(=O)OCC1=CC=CC=C1 Benzyl 4-[(1-tert-butoxycarbonyl-3-hydroxy-azetidin-3-yl)methyl]piperazine-1-carboxylate